C(C1=CC=CC=C1)N\1S(C2=C(/C1=C(\C(=O)[O-])/C1=CC=CC=C1)C=C(C=C2)C)(=O)=O (E)-2-(2-benzyl-5-methyl-1,1-dioxidobenzo[d]isothiazol-3(2H)-ylidene)-2-phenylacetate